C1(CCC1)OC(C)C=1C=CC(=NC1CN(C)C)N 5-(1-cyclobutoxyethyl)-6-((dimethylamino)methyl)pyridin-2-amine